C(#C)C1=C(N=CN1C)C 5-ethynyl-1,4-dimethyl-1H-imidazole